FC(S(=O)(=O)[O-])(F)F.C(C)[N+](CCOC)(C)CC N,N-Diethyl-N-methyl-N-(2-methoxyethyl)ammonium trifluoromethanesulfonate